O[C@@H]([C@@H](C)C1CCC2(C=3CCC4C(C(CCC4(C3CCC12C)C)O)(C)C)C)CC=C(C)C 17-[(2S,3R)-3-hydroxy-6-methylhept-5-en-2-yl]-4,4,10,13,14-pentamethyl-2,3,5,6,7,11,12,15,16,17-decahydro-1H-cyclopenta[a]phenanthren-3-ol